methyl (2E)-3-(5-{2-[4-(4-{7-[(oxan-2-yloxy)carbamoyl]heptanoyl}piperazin-1-yl)phenyl]ethynyl}pyridin-2-yl)prop-2-enoate O1C(CCCC1)ONC(=O)CCCCCCC(=O)N1CCN(CC1)C1=CC=C(C=C1)C#CC=1C=CC(=NC1)/C=C/C(=O)OC